C[C@H]1N(CCOC1)C=1N=C2N(C(C1)=O)CC[C@H](N2CC(=O)N2OCCCC2)C(F)(F)F (S)-2-((R)-3-Methyl-morpholin-4-yl)-9-(2-[1,2]oxazinan-2-yl-2-oxoethyl)-8-trifluoromethyl-6,7,8,9-tetrahydropyrimido-[1,2-a]pyrimidin-4-one